4-(((1R,3R,5S)-8-azabicyclo[3.2.1]octan-3-yloxy)methyl)-5-cyclopropyl-3-(2-(trifluoromethoxy)phenyl)isoxazole hydrochloride Cl.[C@H]12CC(C[C@H](CC1)N2)OCC=2C(=NOC2C2CC2)C2=C(C=CC=C2)OC(F)(F)F